C1([C@@H](O)[C@H](O)[C@H](O1)CO)NC1=NC(NC=C1)=O arabino-pentofuranosylcytosine